C1(CCC1)N(C(CN(S(=O)(=O)C1=C(C(=C(C(=C1F)F)F)F)F)CC1=C(C=C(C=C1F)F)F)=O)C1=C(C=C(C(=O)O)C=C1)OC1CC1 4-(N-cyclobutyl-2-(N-(2,4,6-trifluorobenzyl)-(2,3,4,5,6-pentafluoro-phenyl)sulfonamido)acetamido)-3-cyclopropoxybenzoic acid